CN(CCOC1=CC(=CC=C1)C=1CC[C@@H](CN1)C)C N,N-Dimethyl-2-[3-[(3S)-3-methyl-2,3,4,5-tetrahydropyridin-6-yl]phenoxy]ethanamine